N1N=C(C=C1)C1=CN(C2=CC=CC=C12)S(=O)(=O)C1=CC=C(C)C=C1 3-(1H-pyrazol-3-yl)-1-tosyl-1H-indole